rac-(7S)-4,7-difluoro-7-isopropyl-N-[rac-(1R)-1-(6-pyridazin-4-yl-3-pyridyl)-3-[rac-(3R)-3-hydroxypiperidin-1-ium-1-yl]propyl]-6,8-dihydro-5H-acridine-2-carboxamide FC1=CC(=CC2=CC=3C[C@@](CCC3N=C12)(C(C)C)F)C(=O)N[C@H](CC[NH+]1C[C@@H](CCC1)O)C=1C=NC(=CC1)C1=CN=NC=C1 |r|